3-(5-isopropyl-2-methoxyphenyl)-2-methyl-2,6-dihydropyrrolo[3,4-c]pyrazole-5(4H)-carbonitrile C(C)(C)C=1C=CC(=C(C1)C1=C2C(=NN1C)CN(C2)C#N)OC